(S)-4-((2-cyanophenyl)thio)-6-(1-(2-oxopiperidin-4-yl)-1H-pyrazol-4-yl)pyrazolo[1,5-a]pyridine-3-carbonitrile C(#N)C1=C(C=CC=C1)SC=1C=2N(C=C(C1)C=1C=NN(C1)[C@@H]1CC(NCC1)=O)N=CC2C#N